C1=CC=CC=2NCC3=C(CCC21)C=CC=C3 5,6,11,12-Tetrahydrodibenzo[b,f]azocin